BrC1=NC=C(C(=C1)CCO)OC 2-(2-bromo-5-methoxypyridin-4-yl)ethan-1-ol